BrC=1C(=C(C(=NC1)N1C[C@@H]2C[C@@H]2C1)C)F (1R,5S)-3-(5-bromo-4-fluoro-3-methylpyridin-2-yl)-3-azabicyclo[3.1.0]Hexane